C1COC(=N1)N aminooxazoline